BrC1=CC=C2C(=NC(=NC2=C1F)OC[C@H]1N(CCC1)C)C1(N(C(CNC1)Cl)C(=O)[O-])CC#N 7-bromo-6-chloro-8-fluoro-2-((((S)-1-methylpyrrolidin-2-yl) methoxy)quinazolin-4-yl)-2-(cyanomethyl)piperazin-1-carboxylate